CCCCNC(=O)[C@H]([C@@H]1N[C@H](C(S1)(C)C)C(=O)O)N The molecule is an amide formed between 6-aminopenicillin and butylamine. It is a monocarboxylic acid amide and a thiazolidinemonocarboxylic acid. It derives from a 6-aminopenicillanic acid.